1-Methyl-4-(6-(2,3-bis(tert-butoxycarbonyl)guanidino)pyridin-3-yl)piperazine CN1CCN(CC1)C=1C=NC(=CC1)NC(=NC(=O)OC(C)(C)C)NC(=O)OC(C)(C)C